ClC1=C2C=NNC2=CC=C1NC1=NC(=NN1C)C1=CC(=C(C(=O)NC(C)C)C=C1)OC 4-[5-[(4-chloro-1H-indazol-5-yl)amino]-1-methyl-1,2,4-triazol-3-yl]-N-isopropyl-2-methoxy-benzamide